C(C)C(C(C(=O)[O-])(CCCCCC)CC)CCCCCCC(=O)[O-] di-Ethyl-Hexyl-Sebacate